3,4,4',5-tetrahydroxystilbene OC=1C=C(C=C(C1O)O)C=CC1=CC=C(C=C1)O